N-(3-amino-5-(5-nitro-2H-1,2,3-triazol-4-yl)-4H-1,2,4-triazol-4-yl)nitramide-d NC1=NN=C(N1N([N+](=O)[O-])[2H])C1=NNN=C1[N+](=O)[O-]